CC(C(=S)S)(C)C dimethyldithiopropionic acid